tert-butyl (R)-(2-(3-(2-(4-(3-chlorophenyl)piperazin-1-yl)ethyl)-1-oxo-2,8-diazaspiro[4.5]decan-8-yl)-2-oxoethyl)carbamate ClC=1C=C(C=CC1)N1CCN(CC1)CC[C@@H]1NC(C2(C1)CCN(CC2)C(CNC(OC(C)(C)C)=O)=O)=O